5-chloro-16-fluoro-2-imino-13-oxa-2λ4-thia-4,6-diazatricyclo[12.4.0.03,8]octadeca-1(18),3,5,7,14,16-hexaene ClC=1N=C2S(C3=CC=C(C=C3OCCCCC2=CN1)F)=N